C(#N)CCN1C[C@H]([C@H](C1)CC)NC1=C2C(=NC=C1C#N)N(C=C2)S(=O)(=O)C2=CC=CC=C2 4-(((cis)-1-(2-cyanoethyl)-4-ethylpyrrolidin-3-yl)amino)-1-(benzenesulfonyl)-1H-pyrrolo[2,3-b]pyridin-5-carbonitrile